2,3,4-tri-O-acetyl-6-O-tert-butyldiphenylsilyl-α-D-glucopyranosyl bromide C(C)(=O)O[C@H]1[C@H](O[C@@H]([C@H]([C@@H]1OC(C)=O)OC(C)=O)CO[Si](C1=CC=CC=C1)(C1=CC=CC=C1)C(C)(C)C)Br